CC1=CC=C(C=C1)S(=O)(=O)OCC12CN(CC2(C1)C(F)(F)F)C1=C2C=CC=NC2=C(C=C1)C#N (3-(8-Cyanoquinolin-5-yl)-5-(trifluoromethyl)-3-azabicyclo[3.1.0]hexane-1-yl)methyl 4-methylbenzenesulfonate